(R)-N-(4-(chlorodifluoromethoxy)phenyl)-6-(2-isopropyl-2,4-dihydroindeno[1,2-c]pyrazol-7-yl)-4-methyl-3,4-dihydro-1H-benzo[4,5]imidazo[2,1-c][1,4]oxazine-8-carboxamide ClC(OC1=CC=C(C=C1)NC(=O)C=1C=C(C2=C(N=C3COC[C@H](N32)C)C1)C1=CC=C3CC=2C(=NN(C2)C(C)C)C3=C1)(F)F